C(CCCCCCCCCCC)C1=C(C(=O)O)C=C(C(=C1O)O)O.C(CCCCCCCCCCC)C1=C(C(=O)O)C=C(C(=C1O)O)O.FC1=C(C(=CC=C1)F)NC(C1=C(C=C(C(=C1)F)N1N=C2N(CCCC2)C1=O)O[C@@H](C)C1=CC=CC=C1)=O N-(2,6-difluorophenyl)-5-fluoro-4-(3-oxo-5,6,7,8-tetrahydro[1,2,4]triazolo[4,3-a]pyridin-2(3H)-yl)-2-[(1S)-1-phenylethoxy]benzamide Lauryl-Gallate (Dodecyl-Gallate)